FC=1C=C(C=C(C1)F)C1COCC(N1)=O 5-(3,5-difluorophenyl)morpholin-3-one